NC1=C(C(=CC(=C1)Br)F)O 2-amino-4-bromo-6-fluorophenol